SC=1N(CCN1)C(=O)O mercapto-carboxyl-imidazoline